N-(1-((4-chloro-2,3-difluorophenyl)amino)isoquinolin-7-yl)-4-(piperidin-1-yl)butanamide ClC1=C(C(=C(C=C1)NC1=NC=CC2=CC=C(C=C12)NC(CCCN1CCCCC1)=O)F)F